CN1C(=NNC1=O)CC(=O)O 2-(4-methyl-5-oxo-4,5-dihydro-1H-1,2,4-triazol-3-yl)acetic acid